N-((1S)-1-cyclohexyl-2-((2-(((2-methoxyphenyl)amino)methyl)-2-(6-oxo-5,7-diazaspiro[2.5]octan-5-yl)-2,3-dihydro-1H-inden-5-yl)amino)-2-oxoethyl)-1-methyl-1H-pyrazole-5-carboxamide C1(CCCCC1)[C@@H](C(=O)NC=1C=C2CC(CC2=CC1)(N1CC2(CC2)CNC1=O)CNC1=C(C=CC=C1)OC)NC(=O)C1=CC=NN1C